O1COC2=C1C=CC(=C2)CC2NCCC2 2-[(2H-1,3-benzodioxol-5-yl)methyl]pyrrolidine